FC(C=1C=C(C=C(C1)C(F)(F)F)[Pd])(F)F (3,5-bis(trifluoromethyl)phenyl)palladium